Cl.NC1=NC=CC(=C1F)CC=1C(=C(C(=C(C(=O)O)C1)NC1=C(C=C(C=C1)C1CC1)F)F)F 5-((2-amino-3-fluoropyridin-4-yl)methyl)-2-((4-cyclopropyl-2-fluorophenyl)amino)-3,4-Difluorobenzoate hydrochloride